1-[6-[4-(3,4-difluoroanilino)pyrido[3,2-d]pyrimidin-6-yl]-1,6-diazaspiro[3.3]heptan-1-yl]prop-2-en-1-one FC=1C=C(NC=2C3=C(N=CN2)C=CC(=N3)N3CC2(CCN2C(C=C)=O)C3)C=CC1F